C1=NC=CC2=CC=C(C=C12)CN1C(=NC2=C1C=CC=C2)N2C[C@@H](CCC2)N (R)-1-(1-(Isochinolin-7-ylmethyl)-1H-benzo[d]imidazol-2-yl)piperidin-3-amin